(2S,4R)-1-{2-[4-(diethylamino)-2H-1,2,3-triazol-2-yl]acetyl}-4-fluoro-N-[(S)-phenyl[5-(propan-2-yl)pyridin-2-yl]methyl]pyrrolidine-2-carboxamide C(C)N(C1=NN(N=C1)CC(=O)N1[C@@H](C[C@H](C1)F)C(=O)N[C@H](C1=NC=C(C=C1)C(C)C)C1=CC=CC=C1)CC